(S)-1-(2,3-Dihydrobenzofuran-6-yl)ethylamine hydrochloride Cl.O1CCC2=C1C=C(C=C2)[C@H](C)N